C(C)OC(CN1C=2C(C(C(=C1CC)N1CCN([C@H]3CC[C@H]13)C(=O)OC(C)(C)C)=O)=NN(N2)C2=CC(=NC=C2)OC)=O tert-butyl (1S,6S)-5-(4-(2-ethoxy-2-oxoethyl)-5-ethyl-2-(2-methoxypyridin-4-yl)-7-oxo-4,7-dihydro-2H-[1,2,3]triazolo[4,5-b]pyridin-6-yl)-2,5-diazabicyclo[4.2.0]octane-2-carboxylate